FC1=C(C=C(C=C1)N1CCN(CC1)CCC)NS(=O)(=O)C1=CC=C(C2=CC=CC=C12)NC(C1=C(C=CC=C1)C)=O N-(4-(N-(2-fluoro-5-(4-propylpiperazin-1-yl)phenyl)sulfamoyl)naphthalen-1-yl)-2-methylbenzamide